OC(COC1=C(CCNC(=O)[C@]2([C@@H](CC[C@H](C2)C)C(C)C)O)C=CC=C1)CO (1S,2S,5R)-N-(2-(2,3-dihydroxypropoxy)phenethyl)-1-hydroxy-2-isopropyl-5-methylcyclohexane-1-carboxamide